BrC=1N=C(C2=C(NC3=CC=CC=C23)N1)Cl bromo-4-chloro-9H-pyrimido[4,5-b]indole